benzyl (1-(tert-butyl)-3-((1s,3s)-3-hydroxycyclobutyl)-1H-pyrazol-5-yl)carbamate C(C)(C)(C)N1N=C(C=C1NC(OCC1=CC=CC=C1)=O)C1CC(C1)O